C[C@H]1N(CCN(C1)C=1N=CC2=C(N1)C(=NC=N2)NC2=CC(=C(C=C2)OC2=CC=1N(C=C2)N=CN1)C)C(=O)OC(C)(C)C tert-butyl (2R)-2-methyl-4-{8-[(3-methyl-4-{[1,2,4]triazolo[1,5-a]pyridin-7-yloxy}phenyl)amino] pyrimido[5,4-d][1,3]diazin-2-yl}piperazine-1-carboxylate